O[C@@H](C1=CC=C(C(=O)OC)C=C1)C1=CC=CC=C1 (R,S)-Methyl 4-(hydroxy(phenyl)methyl)benzoate